2-(IMIDAZO[1,2-A]1,8-NAPHTHYRIDIN-8-YL)-1,3,4-OXADIAZOLE N1=CC=CC=2C=CC=3N(C12)C=C(N3)C=3OC=NN3